CC=1C=CC=2N(C3=CC=CC=C3C2C1)C1=CC=C(C=C1)C=1C(=C(C(=C(C1C1=CC=CC=2N(C3=CC=CC=C3C12)C1=CC=CC=C1)C1=NC(=CC=C1)C)C#N)C1=CC=CC=2N(C3=CC=CC=C3C12)C1=CC=CC=C1)C1=CC=C(C=C1)N1C2=CC=CC=C2C=2C=C(C=CC12)C 4,4''-bis(3-methyl-9H-carbazol-9-yl)-5'-(6-methylpyridin-2-yl)-3',6'-bis(9-phenyl-9H-carbazol-4-yl)-[1,1':2',1''-terphenyl]-4'-carbonitrile